C1(CC1)C1=NC(=CC=C1O[C@@H]1C[C@H](CCC1)C(=O)O)C=1N=NN(C1COC(N(C)CC(C)F)=O)C (1S,3S)-3-((2-cyclopropyl-6-(5-((((2-fluoropropyl)(methyl)carbamoyl)oxy)methyl)-1-methyl-1H-1,2,3-triazol-4-yl)pyridin-3-yl)oxy)cyclohexane-1-carboxylic acid